(2S)-3-[[benzyl(methyl)carbamoyl]amino]-2-[[5,7-dichloro-2-(cyclopropylmethyl)-1-oxo-3,4-dihydroisoquinoline-6-carbonyl]amino]propanoic acid C(C1=CC=CC=C1)N(C(=O)NC[C@@H](C(=O)O)NC(=O)C=1C(=C2CCN(C(C2=CC1Cl)=O)CC1CC1)Cl)C